C1(=CC=CC=C1)SC[C@@H](CCN1CCN(CC1)C(=O)OCC(Cl)(Cl)Cl)NC1=C(C=C(C=C1)S(N)(=O)=O)S(=O)(=O)C(F)(F)F 2,2,2-trichloroethyl (R)-4-(4-(phenylthio)-3-((4-sulfamoyl-2-((trifluoromethyl)sulfonyl)phenyl)amino)butyl)piperazine-1-carboxylate